IC1=C(OC2OCCCC2)C=CC(=C1)C tetrahydro-2-(2-iodo-4-methylphenoxy)-2H-pyran